ClC=1C=C(CCN2C(N(C3=CC=CC=C3C2=O)CC2=CC=C(C(=O)NO)C=C2)=O)C=CC1OC 4-((3-(3-chloro-4-methoxyphenethyl)-2,4-dioxo-3,4-dihydroquinazolin-1(2H)-yl)methyl)-N-hydroxybenzamide